N,N-dimethylthiophene-3-formamide CN(C(=O)C1=CSC=C1)C